The molecule is a L-alpha-amino acid anion obtained by deprotonation of S-adenosyl-L-homocysteine. It has a role as a fundamental metabolite. It is a conjugate base of a S-adenosyl-L-homocysteine. C1=NC(=C2C(=N1)N(C=N2)[C@H]3[C@@H]([C@@H]([C@H](O3)CSCC[C@@H](C(=O)[O-])N)O)O)N